CCOC1=C(C(=O)C1=O)OCC 1,2-diethoxycyclobutenedione